[Br-].C(CCC)[N+](CCCC)(CCCC)CCCC Tetrabutylammonium bromid